C=C1CC(=NC=C1)C1=NC=CC=C1 4'-methylenebipyridine